C(C1=CC=CC=C1)NC(N(C1=CC=C(C=C1)C=1C=NN(C1)C)[C@@H]1CC[C@H](CC1)NC1=NC=C(C=N1)OC(F)F)=O 3-benzyl-1-(trans-4-((5-(difluoromethoxy)pyrimidin-2-yl)amino)cyclohexyl)-1-(4-(1-methyl-1H-pyrazol-4-yl)phenyl)urea